FC1=CC=C(OCC=2N=NN(C2)C2=C(SC=C2)C(=O)N)C=C1 3-[4-[(4-fluorophenoxy)methyl]-1H-1,2,3-triazole-1-yl]thiophene-2-carboxamide